ClC1=CC=C(C=C1)C1=CN(C=C1CC(=O)O)C1=CC=CC=C1 3-(4-chlorophenyl)-1-phenyl-1H-pyrrole-4-acetic acid